1,2-benzoxazol-6-ol O1N=CC2=C1C=C(C=C2)O